BrC=1N=C(C(=NC1)N)OCC1=C2C(=NC=C1OC)N(C=C2)COCC[Si](C)(C)C 5-bromo-3-((5-methoxy-1-((2-(trimethylsilyl)ethoxy)methyl)-1H-pyrrolo[2,3-b]pyridin-4-yl)methoxy)pyrazin-2-amine